4-chloro-2-(2-naphthyl)-6-phenylpyrimidine ClC1=NC(=NC(=C1)C1=CC=CC=C1)C1=CC2=CC=CC=C2C=C1